tert-Butyl ((S)-3-methyl-1-(((S)-1-((4-((((4-nitrophenoxy)carbonyl)oxy)methyl)phenyl)amino)-1-oxopropan-2-yl)amino)-1-oxobutan-2-yl)carbamate CC([C@@H](C(=O)N[C@H](C(=O)NC1=CC=C(C=C1)COC(=O)OC1=CC=C(C=C1)[N+](=O)[O-])C)NC(OC(C)(C)C)=O)C